2-(2,6-dioxopiperidin-3-yl)-4-fluoro-1,3-dioxoisoindole O=C1NC(CCC1N1C(C2=CC=CC(=C2C1=O)F)=O)=O